C(C)(C)(C)OC(=O)N[C@H](CC(=O)NC1=CC=C(C=C1)S(=O)(=O)N1CCN(CC1)C(=O)OCC1=CC=CC=C1)CO benzyl 4-[4-[[(3R)-3-(tert-butoxycarbonylamino)-4-hydroxy-butanoyl]amino]phenyl]sulfonylpiperazine-1-carboxylate